C(C=C)OCC(CS(=O)(=O)O)O 3-allyloxy-2-hydroxy-1-propansulfonic acid